(R)-3-(3-(3'-(3-(3-hydroxypyrrolidin-1-yl)propoxy)-2,2'-dimethyl-[1,1'-biphenyl]-3-yl)ureido)propionic acid O[C@H]1CN(CC1)CCCOC=1C(=C(C=CC1)C1=C(C(=CC=C1)NC(NCCC(=O)O)=O)C)C